1-(6-Bromo-1-methyl-1H-indazol-3-yl)dihydropyrimidine-2,4(1H,3H)-dione BrC1=CC=C2C(=NN(C2=C1)C)N1C(NC(CC1)=O)=O